FC1=CC=C2C(OC(C2=C1)=CC=1C=C(C(=O)N2CCN(CC2)C2=NC=C(C#N)C=C2)C=CC1)=O 6-(4-(3-((6-fluoro-3-oxoisobenzofuran-1(3H)-ylidene)methyl)benzoyl)piperazin-1-yl)nicotinonitrile